tert-Butyl 3-(3-isopropyl-4-oxo-3,4-dihydroimidazo[2,1-f][1,2,4]triazin-2-yl)-1H-indole-1-carboxylate C(C)(C)N1C(=NN2C(C1=O)=NC=C2)C2=CN(C1=CC=CC=C21)C(=O)OC(C)(C)C